[V].[Mg].[K] potassium magnesium Vanadium